C(C)(=O)OC[C@@H]1O[C@H](CCC1)OC=1C=CC2=C(C1)OC(C=1C2N2N(CC1)C(N(C2=O)C2=CC=C(C=C2)C(C)=O)=O)(C)C (2r,3r,4s,5r,6s)-2-(acetoxymethyl)-6-((2-(4-acetylphenyl)-7,7-dimethyl-1,3-dioxo-2,3,5,12b-tetrahydro-1H,7H-chromeno[4,3-c][1,2,4]triazolo[1,2-a]pyridazin-10-yl)oxy)tetrahydro-2H-pyran